3,5-bis(trifluoromethyl)phenylthiourea FC(C=1C=C(C=C(C1)C(F)(F)F)NC(=S)N)(F)F